CN1C(N(C2=C1C=C(C=C2)S(=O)(=O)NC2(CC2)C)CC2=C(C=CC=C2)C(F)(F)F)=O 3-methyl-N-(1-methylcyclopropyl)-2-oxo-1-[[2-(trifluoromethyl)phenyl]methyl]benzimidazole-5-sulfonamide